benzo[d]imidazo[2,1-b]oxazole N=1C=CN2C1OC1=C2C=CC=C1